1,2,4-Triazolone N1=NC(N=C1)=O